FC(C(=O)C1=CC(=CC=C1)[C@@H](C)NC1=NC(=NC2=C3C(=C(C=C12)N1CCOCC1)CCC3)C)(F)F |r| (R/S)-2,2,2-trifluoro-1-(3-(1-((2-methyl-6-morpholino-8,9-dihydro-7H-cyclopenta[h]quinazolin-4-yl)amino)ethyl)phenyl)ethan-1-one